(1-(5-methoxy-2-methyl-4-nitrophenyl)piperidin-4-yl)-4-methylpiperazine COC=1C(=CC(=C(C1)N1CCC(CC1)N1CCN(CC1)C)C)[N+](=O)[O-]